4,9-dihydro-6-methyl-5H-furo(3,2-g)(1)benzopyran-4,5,9-trione CC1=COC2=C(C1=O)C(C1=C(C2=O)OC=C1)=O